CC1CN(CCC1)C(=O)C=1C=NN2C1C=CC=C2C2=CC=C1CNC(C1=C2)=O 6-(3-(3-methylpiperidine-1-carbonyl)pyrazolo[1,5-a]pyridin-7-yl)isoindolin-1-one